4-(2-(4-(2-acetyl-5-chlorophenyl)-3-methoxy-6-oxopyridazin-1(6H)-yl)-3-phenylpropionamido)benzoic acid C(C)(=O)C1=C(C=C(C=C1)Cl)C=1C(=NN(C(C1)=O)C(C(=O)NC1=CC=C(C(=O)O)C=C1)CC1=CC=CC=C1)OC